2-(1-methylimidazol-4-yl)hexahydropyridine CN1C=NC(=C1)C1NCCCC1